NCC(COC1=CC=C(C=C1)C(\C=C\C1=CC2=C(OCO2)C=C1)=O)O (E)-1-[4-(3-Amino-2-hydroxypropoxy)phenyl]-3-(1,3-benzodioxol-5-yl)prop-2-en-1-one